6-(1-methyl-1H-pyrazol-4-yl)-3-{4-[5-(tetrahydro-2H-pyran-4-ylmethyl)pyrimidin-2-yl]piperazin-1-yl}pyrazolo[1,5-a]pyridine CN1N=CC(=C1)C=1C=CC=2N(C1)N=CC2N2CCN(CC2)C2=NC=C(C=N2)CC2CCOCC2